1-(4-(8-chloro-5,6-dihydro-11H-benzo[5,6]cyclohepta[1,2-b]pyridin-11-ylidene)piperidin-1-yl)-3-(2-(3-methoxyphenethyl)phenoxy)propan-2-ol ClC=1C=CC2=C(CCC=3C(=NC=CC3)C2=C2CCN(CC2)CC(COC2=C(C=CC=C2)CCC2=CC(=CC=C2)OC)O)C1